NC=1C(=C(C=C2C=C(N=CC12)NC(OC1CN(CCC1)C)=O)C1=C(C2=C(OCCN2)N=C1)C)F 1-Methylpiperidin-3-yl (8-amino-7-fluoro-6-(8-methyl-2,3-dihydro-1H-pyrido[2,3-b][1,4]oxazin-7-yl)isoquinolin-3-yl)carbamate